C(C)(C)C1=C(C=C(C(=C1C)Cl)C)O 2-iso-propyl-3,5-dimethyl-p-chlorophenol